FC=1C=NC=C(C1S(=O)(=O)NC=1C(=NC=C(C1)C=1C=CC=2N=CN=C(C2N1)N1CCN(CC1)C(\C=C\C(C)=O)=O)OC)F (E)-3,5-difluoro-N-(2-methoxy-5-(4-(4-(4-oxopent-2-enoyl)piperazin-1-yl)pyrido[3,2-d]pyrimidin-6-yl)pyridin-3-yl)pyridine-4-sulfonamide